C[Si](OCCCC)(OCCCC)OCCCC methyl-tributoxysilane